tert-Butyl 2-(3-nitrophenyl)-1H-pyrrole-1-carboxylate [N+](=O)([O-])C=1C=C(C=CC1)C=1N(C=CC1)C(=O)OC(C)(C)C